C(#N)C(C(=O)OCC)=C(OC)C1=CC=C(C=C1)CNC(C1=C(C=CC(=C1)F)OC)=O ethyl 2-cyano-3-(4-((5-fluoro-2-methoxybenzamido)methyl) phenyl)-3-methoxyacrylate